spiro[2H-benzofuran-3,5'-imidazolidine]-2',4'-dione N1C(NC(C12COC1=C2C=CC=C1)=O)=O